CC1=C(C=CC=2C[Se](CC21)=O)C 4,5-dimethyl-1,3-dihydrobenzo[c]selenophen-2-oxide